C(C)N(CCCNC(=O)C1=CC2=C(N3C(S2)=NC(=C3)C3=CC=C(C=C3)C(NCC)=O)C=C1)CC N-(3-(diethylamino)propyl)-2-(4-(ethylcarbamoyl)phenyl)benzo[d]imidazo[2,1-b]thiazole-7-carboxamide